2-(4,5-dichloro-6-oxopyridazin-1(6H)-yl)-N-(2-methyl-4-oxo-3,4-dihydroquinazolin-6-yl)acetamide ClC=1C=NN(C(C1Cl)=O)CC(=O)NC=1C=C2C(NC(=NC2=CC1)C)=O